C1(=CC=CC=C1)N1C2=CC=CC=C2C=2C=C(C=CC12)C1=CC=C(C=C1)NC1=CC=CC=2C(C3=CC=CC=C3C12)(C1=CC=CC=C1)C1=CC=CC=C1 N-[4-(9-phenyl-9H-carbazol-3-yl)phenyl]-9,9-diphenyl-9H-fluoren-4-amine